C(C)(C)(C)OC(N[C@H]1C[C@H]([C@@H](C1)N[C@@H](C)C1=CC=CC=C1)O)=O ((1R,3R,4R)-3-hydroxy-4-(((S)-1-phenylethyl)amino)cyclopentyl)carbamic acid tert-butyl ester